(2R)-N-(5-Isoxazol-5-yl-1,3,4-oxadiazol-2-yl)-2,3-dihydro-1,4-benzodioxin-2-carboxamid O1N=CC=C1C1=NN=C(O1)NC(=O)[C@H]1COC2=C(O1)C=CC=C2